2-(8-((piperidin-3-yl)amino)pyrido[2,3-d]pyridazin-5-yl)phenol N1CC(CCC1)NC=1N=NC(=C2C1N=CC=C2)C2=C(C=CC=C2)O